(2R,3S)-2-(9-Fluorenylmethyloxycarbonyl)amino-3-azido-butanoic acid C1=CC=CC=2C3=CC=CC=C3C(C12)COC(=O)N[C@@H](C(=O)O)[C@H](C)N=[N+]=[N-]